2,4-bis(octylmercapto)-6-(4-hydroxy-3,5-di-tert-butylanilino)-1,3,5-triazine C(CCCCCCC)SC1=NC(=NC(=N1)SCCCCCCCC)NC1=CC(=C(C(=C1)C(C)(C)C)O)C(C)(C)C